1-allyl-3-oleoyloxyimidazole C(C=C)N1CN(C=C1)OC(CCCCCCC\C=C/CCCCCCCC)=O